C(C)C=1C=CC(=C(C1)S(=O)(=O)NC1=NOC2=C1C(=CC(=C2)CN2N=CC(=C2)CNC(OC)=O)OC)OCCO methyl ((1-((3-((5-ethyl-2-(2-hydroxyethoxy)phenyl)sulfonamido)-4-methoxybenzo[d]isoxazol-6-yl)methyl)-1H-pyrazol-4-yl)methyl)carbamate